O1CCC(=CC1)C=1CCC=2C=CC(=CC2C1C1=CC=C(C=C1)O[C@@H]1CN(CC1)CCCF)O 7-(3,6-Dihydro-2H-pyran-4-yl)-8-[4-[(3S)-1-(3-fluoropropyl)pyrrolidin-3-yl]oxyphenyl]-5,6-dihydronaphthalin-2-ol